(3-methoxy-4-(4-(trifluoromethyl)styryl)pyrrolidin-1-yl)prop-2-en-1-one COC1CN(CC1C=CC1=CC=C(C=C1)C(F)(F)F)C(C=C)=O